t-pentylalcohol C(C)(C)(CC)O